CN1C(N(C2=C1C(=CC=C2)N2CCNCC2)C2C(NC(CC2)=O)=O)=O 3-[3-methyl-2-oxo-4-(piperazin-1-yl)-2,3-dihydro-1H-benzimidazol-1-yl]piperidine-2,6-dione